OC[C@@H](COCCCCCCCCCCCCCCCCCC)OCC=1C=C(C#N)C=CC1OC 3-[[(1S)-1-(Hydroxymethyl)-2-octadecoxy-ethoxy]methyl]-4-methoxy-benzonitrile